FC1=CC=C(C=N1)C(CCNC1=CC(=NN1COCC[Si](C)(C)C)C1=CC=NC=C1)O 1-(6-fluoropyridin-3-yl)-3-((3-(pyridin-4-yl)-1-((2-(trimethylsilyl)ethoxy)methyl)-1H-pyrazol-5-yl)amino)propan-1-ol